4,4-dimethyl-2-phenyl-1-pentene CC(CC(=C)C1=CC=CC=C1)(C)C